BrC1=C(C(=CC=C1)[N+](=O)[O-])CN 1-(2-bromo-6-nitrophenyl)-N-methyl-amine